1-(6-(2-aminopyridin-4-yl)-1-(m-tolyl)-1H-indazol-3-yl)ethane-1,2-diol NC1=NC=CC(=C1)C1=CC=C2C(=NN(C2=C1)C=1C=C(C=CC1)C)C(CO)O